(E)-1-(2-(6-(2-(3-methylbenzylidene)hydrazinyl)-2-morpholino-9H-purin-9-yl)acetyl)azetidine-3-carbonitrile CC=1C=C(\C=N\NC2=C3N=CN(C3=NC(=N2)N2CCOCC2)CC(=O)N2CC(C2)C#N)C=CC1